FC(C1=NN(C=C1NC(=O)C=1N=COC1)C1CCC(CC1)N1C(CNCC1)=O)F N-(3-(difluoromethyl)-1-((1r,4r)-4-(2-oxopiperazin-1-yl)cyclohexyl)-1H-pyrazol-4-yl)oxazole-4-carboxamide